C(C)[Si](N[Si](C)(C)CC)(C)C 1,3-diethyl-1,1,3,3-tetramethyl-disilazane